N1(C=CC=2C1=NC=CC2)C2=NC(=NC=C2)NC2=CC(=C(C=C2OC)N(CCN(C(OC(C)(C)C)=O)C)C)NC(C=C)=O tert-butyl (2-((4-((4-(1H-pyrrolo[2,3-b]pyridin-1-yl)pyrimidin-2-yl)amino)-2-acrylamido-5-methoxyphenyl)(methyl)amino)ethyl)(methyl)carbamate